(S)-1-(3-cyano-6-methyl-4-(trifluoromethyl)pyridin-2-yl)-3,3-difluoro-N-methyl-N-(m-tolyl)pyrrolidine-2-carboxamide C(#N)C=1C(=NC(=CC1C(F)(F)F)C)N1[C@H](C(CC1)(F)F)C(=O)N(C=1C=C(C=CC1)C)C